C(C)S(=O)(=O)NC1=CC=CC=C1 ethyl-sulfuryl-aniline